C1(=CC=C(C=C1)OCCO)OCCO 2'-(1,4-phenylenebis(oxy))bis(ethane-1-ol)